Cl.ClC1=C(C=CC(=C1)Cl)N1CCNCC1 1-(2,4-dichlorophenyl)piperazine hydrochloride